2-(6-(1,4-Dimethyl-1H-1,2,3-triazol-5-yl)-4-((3-fluoropyridin-4-yl)(tetrahydro-2H-pyran-4-yl)methyl)-1-methyl-1,4-dihydropyrazolo[3',4':4,5]pyrrolo[3,2-b]pyridin-3-yl)propan-2-ol CN1N=NC(=C1C=1C=C2C(=NC1)C1=C(N2C(C2CCOCC2)C2=C(C=NC=C2)F)C(=NN1C)C(C)(C)O)C